NC1=NC=2C=CC(=CC2C2=C1COC2)C(=O)N([C@H](C)C2=NC=C(C=C2)C(F)(F)F)C 4-amino-N-methyl-N-((1R)-1-(5-(trifluoromethyl)-2-pyridinyl)ethyl)-1,3-dihydrofuro[3,4-c]quinoline-8-carboxamide